2-((1-(2-(4,4-difluoropiperidin-1-yl)-6-methoxy-3-methyl-4-oxo-3,4-dihydropyrido[3,2-d]pyrimidin-8-yl)ethyl)amino)benzoic acid FC1(CCN(CC1)C=1N(C(C2=C(N1)C(=CC(=N2)OC)C(C)NC2=C(C(=O)O)C=CC=C2)=O)C)F